allyl-(benzyl)amine C(C=C)NCC1=CC=CC=C1